6-[4-[(3S)-3-(5-cyano-3-pyridinyl)isoxazolidine-2-carbonyl]-1-piperidinyl]pyrazine-2-carboxamide C(#N)C=1C=C(C=NC1)[C@H]1N(OCC1)C(=O)C1CCN(CC1)C1=CN=CC(=N1)C(=O)N